(R)-1-((2R,3R,4S,5R,6R)-6-(allylthio)-3,4,5-trihydroxytetrahydro-2H-pyran-2-yl)-2,2-dimethylpent-4-en-1-aminium formate C(=O)[O-].C(C=C)S[C@@H]1[C@@H]([C@H]([C@H]([C@H](O1)[C@@H](C(CC=C)(C)C)[NH3+])O)O)O